CC1(N(CC2=C1N=C(N=C2N2[C@@H](COCC2)C)C2=C1C=CNC1=CC=C2)C(=O)C2CC2)C (R)-7,7-Dimethyl-2-(1H-indol-4-yl)-6-cyclopropylformyl-4-(3-methylmorpholin-4-yl)-6,7-Dihydro-5H-pyrrolo[3,4-d]pyrimidine